C(C)(=O)N(C1=C(C=C(C=C1)C1=CC=C(C=N1)C(=O)NCC=1C(=NC=CC1)C)C)CCC 6-[4-[acetyl-(propyl)amino]-3-methyl-phenyl]-N-[(2-methyl-3-pyridyl)methyl]-pyridine-3-carboxamide